(2-methylbenzo[d]oxazol-6-yl)methanol CC=1OC2=C(N1)C=CC(=C2)CO